CN(C)CC1OC2=C(C1)C=CC(=C2)NC2=NC=CC(=N2)NC=2C(NC1=C(C=CC=C1C2)F)=O 3-(2-{2-[(dimethylamino)methyl]-2,3-dihydro-1-benzofuran-6-ylamino}-4-pyrimidinylamino)-8-fluoro-1,2-dihydro-2-quinolinone